CCCC/C=C\C/C=C\CCCCCCCC(=O)OC[C@H](COP(=O)([O-])OCC[N+](C)(C)C)OC(=O)CCCC/C=C\C/C=C\C/C=C\C/C=C\CC 1-(9Z,12Z-heptadecadienoyl)-2-(6Z,9Z,12Z,15Z-octadecatetraenoyl)-glycero-3-phosphocholine